ClC1=C(C(=O)C=2C(=NN(C2OCC(=O)C2=CC=CC=C2)C)C)C=CC(=C1)Cl [2-[4-(2,4-dichlorobenzoyl)-1,3-dimethylpyrazol-5-yloxy]]Acetophenone